4-(hydroxymethyl)-4-(5-(4-methoxy-3-propoxyphenyl)pyridin-3-yl)-1,2-oxaborolan-2-ol OCC1(CB(OC1)O)C=1C=NC=C(C1)C1=CC(=C(C=C1)OC)OCCC